5-(N-((1,2,3,5,6,7-hexahydro-s-indacen-4-yl)carbamoyl)sulfamoyl)furan C1CCC2=C(C=3CCCC3C=C12)NC(=O)NS(=O)(=O)C1=CC=CO1